FC1=C(C(=CC=C1OC)F)CNC(=O)C=1C(=NN(C1)CC1=C(C=CC=C1)CNC)COC N-[(2,6-difluoro-3-methoxyphenyl)methyl]-3-(methoxymethyl)-1-({2-[(methylamino)methyl]phenyl}methyl)pyrazole-4-carboxamide